C1(CC1)OC1=NC(=NC=C1F)N[C@H]1CN(CC1)C(=O)C1=CC=C(C=C1)NC(CC)=O (R)-N-(4-(3-((4-cyclopropoxy-5-fluoropyrimidin-2-yl)amino)pyrrolidine-1-carbonyl)phenyl)propionamide